6-chloro-N-((1r,4r)-4-morpholinocyclohexyl)-1-(tetrahydro-2H-pyran-2-yl)-1H-pyrazolo[3,4-d]pyrimidin-4-amine ClC1=NC(=C2C(=N1)N(N=C2)C2OCCCC2)NC2CCC(CC2)N2CCOCC2